3-methyl-6-(1-methyl-2-oxo-1,2-dihydropyridin-4-yl)imidazo[1,2-a]pyrazine-2-carboxamide CC1=C(N=C2N1C=C(N=C2)C2=CC(N(C=C2)C)=O)C(=O)N